di-Bocamine C(=O)(OC(C)(C)C)NC(=O)OC(C)(C)C